C(C)(=O)N(C1=NC2=CC(=CC=C2C=C1)Br)NC(=O)[C@H]1N(N(CCC1)C(=O)OC(C)(C)C)C(=O)OC(C)(C)C di-tert-butyl (3S)-3-[[acetyl-(7-bromo-2-quinolyl)amino]carbamoyl]hexahydropyridazine-1,2-dicarboxylate